N'-methylguanidine hydrochloride Cl.CNC(N)=N